NC=1C2=C(N=CN1)N(C=C2)[C@H]2[C@@H]([C@@H]([C@H](C2)CCC2=CC=C1C=C3C(=NC1=C2)N[C@@H](C3)CC3CC3)O)O (1R,2S,3R,5S)-3-(4-amino-7H-pyrrolo[2,3-d]pyrimidin-7-yl)-5-(2-((R)-2-(cyclopropylmethyl)-2,3-dihydro-1H-pyrrolo[2,3-b]quinolin-7-yl)ethyl)cyclopentane-1,2-diol